1-(2,4-Dimethoxypyrimidin-5-yl)-3,4,6-tribenzyloxy-D-glucal COC1=NC=C(C(=N1)OC)C=1O[C@@H]([C@]([C@@](C1)(O)OCC1=CC=CC=C1)(O)OCC1=CC=CC=C1)C(O)OCC1=CC=CC=C1